monochloromethyltriethoxysilane ClC[Si](OCC)(OCC)OCC